(S)-4-methyl-1-phenylpentyl acetate C(C)(=O)O[C@@H](CCC(C)C)C1=CC=CC=C1